N-[(1S)-1-[[(3-Amino-3-oxo-propyl)-(2-chloroacetyl)amino]carbamoyl]-3-methyl-butyl]isoxazole-3-carboxamide NC(CCN(C(CCl)=O)NC(=O)[C@H](CC(C)C)NC(=O)C1=NOC=C1)=O